ClP1(OC2C(O1)=CC=CC2=O)=O 2-chloro-2-oxo-1,3,2-benzodioxaphospholane-4-one